2-(4-cyclopropyl-6-methoxy-pyrimidin-5-yl)-9-[[4-[3-(difluoromethyl)-5-methoxy-pyrazol-1-yl]phenyl]methyl]-7-(2,2,2-trifluoroethyl)purin-8-imine C1(CC1)C1=NC=NC(=C1C1=NC=C2N(C(N(C2=N1)CC1=CC=C(C=C1)N1N=C(C=C1OC)C(F)F)=N)CC(F)(F)F)OC